N-[[4-[5-amino-4-cyano-1-[1-(difluoromethyl)-3-hydroxy-propyl]pyrazol-3-yl]phenyl]methyl]-5-fluoro-2-methoxy-benzamide NC1=C(C(=NN1C(CCO)C(F)F)C1=CC=C(C=C1)CNC(C1=C(C=CC(=C1)F)OC)=O)C#N